P(=O)(O)(O)[O-].O[Al+2].P(=O)(O)(O)[O-] monohydroxyaluminum dihydrogen phosphate